C(CCCCCCCCCCCCCCCCC)(=O)O.CN Methyl-amine stearate